[N+](=O)([O-])C1=CC=C(C=C1)N1C(COCC1)=O 4-(4-nitrophenyl)-3-morpholinone